N-(3-methyl-5-(1H-1,2,4-triazol-1-yl)phenyl)-2-(pyridin-3-yl)-1H-pyrrolo[3,2-c]pyridin-6-amine CC=1C=C(C=C(C1)N1N=CN=C1)NC1=CC2=C(C=N1)C=C(N2)C=2C=NC=CC2